cyclohexyl-methyl-succinic acid dipivalyl ester C(C(C)(C)C)(=O)OC(C(CC(=O)OC(C(C)(C)C)=O)(C)C1CCCCC1)=O